C1(CC1)S(=O)(=O)N1N=CC2=C(C=CC(=C12)F)N=C(C1=CC=CC=C1)C1=CC=CC=C1 N-(1-cyclopropylsulfonyl-7-fluoro-indazol-4-yl)-1,1-diphenyl-methanimine